5-bromo-1-methyl-imidazole-2-carboxylic acid ethyl ester C(C)OC(=O)C=1N(C(=CN1)Br)C